OC(C(F)(F)F)(C(F)(F)F)C1C2C=CC(C1)C2 2-(1-hydroxy-1-trifluoromethyl-2,2,2-trifluoroethyl)bicyclo[2.2.1]Hept-5-ene